tert-butyl (3R)-3-[7-bromo-2-chloro-8-fluoro-6-(trifluoromethyl) quinazolin-4-yl]oxypyrrolidine-1-carboxylate BrC1=C(C=C2C(=NC(=NC2=C1F)Cl)O[C@H]1CN(CC1)C(=O)OC(C)(C)C)C(F)(F)F